3-((1S,3R)-3-((5-chloro-4-(1-(2,2-difluoroethyl)-1H-pyrazol-4-yl)pyrimidin-2-yl)amino)cyclohexyl)-3H-imidazo[4,5-b]pyridine-6-carbonitrile ClC=1C(=NC(=NC1)N[C@H]1C[C@H](CCC1)N1C=NC=2C1=NC=C(C2)C#N)C=2C=NN(C2)CC(F)F